N-Benzyl-3,5-dicarboxy-4-phenyl-1,4-dihydropyridine C(C1=CC=CC=C1)N1C=C(C(C(=C1)C(=O)O)C1=CC=CC=C1)C(=O)O